C(C\C=C/CC)C1(CCC(O1)=O)C (Z)-5-(hex-3-en-1-yl)-5-methyldihydrofuran-2(3H)-one